ClC1=C(C=CC2=C1C(=N[C@H](C=1N2C(=C(N1)C(=O)NCCO)C)C)C1=NC=CC=C1F)C(F)(F)F (4S)-7-chloro-6-(3-fluoro-2-pyridinyl)-N-(2-hydroxyethyl)-1,4-dimethyl-8-(trifluoromethyl)-4H-imidazo[1,2-a][1,4]benzodiazepine-2-Carboxamide